4-(1-Methyl-8,9,10,11-tetrahydro-3H-pyrazolo[4,3-a]phenanthridin-7-yl)-N-(2-(pyrrolidin-1-yl)ethyl)benzamide CC1=NNC=2C1=C1C=3CCCCC3C(=NC1=CC2)C2=CC=C(C(=O)NCCN1CCCC1)C=C2